C(C)(C)(C)C=1C=CC(=C(C1)C1=CC=CC=C1)NC=1C=CC=C2C=3C=C4C(=CC3C(C12)(C)C)C(CCC4(C)C)(C)C N-(5-(tert-butyl)-[1,1'-biphenyl]-2-yl)-6,6,9,9,11,11-hexamethyl-7,8,9,11-tetrahydro-6H-benzo[b]fluoren-1-amine